C(#N)\C(=C/C1=C(N(C(=C1)C)C=1SC(=C(C1C#N)C)C)C)\C=1NC2=C(C=NC=C2OC)N1 (E)-2-(3-(2-cyano-2-(7-methoxy-1H-imidazo[4,5-c]pyridin-2-yl)vinyl)-2,5-dimethyl-1H-pyrrol-1-yl)-4,5-dimethylthiophene-3-carbonitrile